ClC1=CC/2=C(N(C(=N\C2=N/[C@H](C)C2=C(C(=CC=C2)C(F)(F)F)C)C)C)C=N1 (R,Z)-6-chloro-1,2-dimethyl-N-(1-(2-methyl-3-(trifluoromethyl)phenyl)ethyl)pyrido[3,4-d]pyrimidin-4(1H)-imine